C=1(C(=CC=C2C=C3C=CC=CC3=CC12)C(=O)O)C(=O)O anthracendicarboxylic acid